FC(C1=CC=C(C=N1)C=1C=C(C(N(N1)C=1C=NN(C1)C)=O)C(=O)N[C@H]1[C@H](CCCC1)O)F 6-[6-(difluoromethyl)pyridin-3-yl]-N-[(cis)-2-hydroxycyclohexyl]-2-(1-methyl-1H-pyrazol-4-yl)-3-oxo-2,3-dihydropyridazine-4-carboxamide